OC1=CC=NC2=C(C=CC=C12)C(=O)N 4-hydroxyquinoline-8-carboxamide